C(C1=CC=CC=C1)=C1C(=NN(C1=O)C1=CC=CC=C1)CC 4-benzylidene-3-ethyl-1-phenyl-1H-pyrazol-5(4H)-one